C(CCCCCCCC)OCN1N=NC2=C1C=CC=C2 1-(nonyloxymethyl)-benzotriazole